Cis-3-amino-2-((6-phenylpyridin-2-yl)methyl)piperidine-1-carboxylic acid isopropyl ester C(C)(C)OC(=O)N1[C@H]([C@H](CCC1)N)CC1=NC(=CC=C1)C1=CC=CC=C1